chloroepoxypyridine ClC1=C2C(=NC=C1)O2